(pyridin-2-yl)-3,4-dihydro-2,7-naphthyridin N1=C(C=CC=C1)C1=NCCC2=CC=NC=C12